C(C)OC(=O)C1CCC(CC1)OC=1C=C(CN2CCCC23CCN(CC3)C(=O)OC(C)(C)C)C=C(C1)C(F)(F)F tert-butyl 1-(3-((4-(ethoxycarbonyl) cyclohexyl) oxy)-5-(trifluoromethyl) benzyl)-1,8-diazaspiro[4.5]decane-8-carboxylate